C(CCCCCCCCCCCC)(=O)N[C@@H](CC1=CNC=N1)C(=O)O N-n-tridecanoyl-histidine